ClC1=CC=C(C=N1)COC1=C(C=CC(=C1)B1OC(C(O1)(C)C)(C)C)NS(=O)(=O)C(F)F N-(2-((6-chloropyridin-3-yl)methoxy)-4-(4,4,5,5-tetramethyl-1,3,2-dioxaborolan-2-yl)phenyl)-1,1-difluoromethane-sulfonamide